3-[5-[4-[[4-[(3R,5R)-5-[(1,5-dimethyl-6-oxo-pyridazin-4-yl)amino]-1-methyl-3-piperidyl]phenyl]methyl]piperazin-1-yl]-2,4-difluoro-phenyl]piperidine-2,6-dione CN1N=CC(=C(C1=O)C)N[C@@H]1C[C@@H](CN(C1)C)C1=CC=C(C=C1)CN1CCN(CC1)C=1C(=CC(=C(C1)C1C(NC(CC1)=O)=O)F)F